6-Chloro-2-fluoro-3-(2-methyl-1,3-dioxolan-2-yl)pyridine [7-[(6As,10aS)-1-hydroxy-9-(hydroxymethyl)-6,6-dimethyl-6a,7,10,10a-tetrahydrobenzo[c]chromen-3-yl]-7-methyloctyl]nitrate OC1=C2[C@@H]3[C@@H](C(OC2=CC(=C1)C(CCCCCCO[N+](=O)[O-])(C)C)(C)C)CC=C(C3)CO.ClC3=CC=C(C(=N3)F)C3(OCCO3)C